ClC1=CC=C(OCC(=O)NC23CC(C2)(C3)N3C=NC(=C3)C3(CCC3)OC(F)(F)F)C=C1 2-(4-chlorophenoxy)-N-[3-[4-[3-cis-(trifluoromethoxy)cyclobutyl]imidazol-1-yl]-1-bicyclo[1.1.1]pentanyl]acetamide